(1S,3S)-3-((2-(5-chloro-3-formylthiophen-2-yl)-4-methylpyrimidin-5-yl)oxy)cyclohexane-1-carboxylic acid methyl ester COC(=O)[C@@H]1C[C@H](CCC1)OC=1C(=NC(=NC1)C=1SC(=CC1C=O)Cl)C